(8R)-8-methyl-5,6,7,8-tetrahydro-[1,2,4]triazolo[4,3-a]pyrazine C[C@@H]1C=2N(CCN1)C=NN2